C(C)OC(CCSC1=C(C=2N(C=C1)N=CC2)Cl)=O 3-((4-Chloropyrazolo[1,5-a]pyridin-5-yl)thio)propanoic acid ethyl ester